(E)-5-amino-N'-(3,5-dimethoxybenzylidene)-6-(4-ethoxyphenyl)pyrazine-2-carbohydrazide NC=1N=CC(=NC1C1=CC=C(C=C1)OCC)C(=O)N/N=C/C1=CC(=CC(=C1)OC)OC